C[C@H]1CN(CC[C@@H]1C=1C=2N(C(=C(N1)C=1C=NNC1)OC(C)(C)[2H])N=C(N2)N)S(=O)(=O)C ((3R,4S)-3-methyl-1-(methylsulfonyl)piperidin-4-yl)-5-((propan-2-yl-2-d)oxy)-6-(1H-pyrazol-4-yl)-[1,2,4]triazolo[1,5-a]pyrazin-2-amine